2-cyclopropyl-5-[(2R)-2-(1-cyclopropylpyrazol-4-yl)tetrahydropyran-4-yl]-7-[2-fluoro-4-(trifluoromethyl)phenyl]thiazolo[4,5-d]pyrimidine C1(CC1)C=1SC2=C(N=C(N=C2C2=C(C=C(C=C2)C(F)(F)F)F)C2C[C@@H](OCC2)C=2C=NN(C2)C2CC2)N1